C1(=CC=CC=C1)C=1C(=C(C(=C(C1)C=1C(=CC=CC1)C1=CC=CC=C1)C1=CC=CC=C1)C1=CC=CC=C1)C1=CC=CC=C1 Tetraphenyl-[1,1':2',1''-Terphenyl]